bromoaniline tert-butyl-(1S,5R)-6-(6-bromo-8-methoxy-imidazo[1,2-a]pyridin-2-yl)-3-azabicyclo[3.1.0]hexane-3-carboxylate C(C)(C)(C)OC(=O)N1C[C@@H]2C([C@@H]2C1)C=1N=C2N(C=C(C=C2OC)Br)C1.BrNC1=CC=CC=C1